COC=1C=C2C(=CNC2=CC1)C=1C=C(OC1)C(CCC(=O)O)=O 4-(4-(5-methoxy-1H-indol-3-yl)furan-2-yl)-4-oxobutanoic acid